Cl.Cl.C12CNCC2CNC1 3,7-diazabicyclo[3.3.0]Octane dihydrochloride